4-Fluoro-N-(4-(methylamino)-1,2-dihydroacenaphthylen-5-yl)benzamide FC1=CC=C(C(=O)NC2=C(C=C3CCC=4C=CC=C2C43)NC)C=C1